N-(5-(3-chlorobenzyl)pyridin-2-yl)-5-cyanopyridineamide ClC=1C=C(CC=2C=CC(=NC2)NC(=O)C2=NC=C(C=C2)C#N)C=CC1